C(C1=CC=CC=C1)OC1=C2C=CNC2=C(C=C1F)Br 4-(benzyloxy)-7-bromo-5-fluoro-1H-indole